CS(=O)(=O)OCC\C=C/CCC (3Z)-Hept-3-en-1-yl methanesulfonate